NC(C(S(=O)(=O)[O-])(C1=CC=CC=C1)N)(S(=O)(=O)[O-])C1=CC=CC=C1 di-amino-diphenyl-ethylenedisulfonate